FC=1C(=NC=CC1)C(=O)NCC(F)(F)F 3-fluoro-N-(2,2,2-trifluoroethyl)pyridine-2-carboxamide